FC=1C=CC2=C(C(=C(S2)C2=CC=C(C#N)C=C2)C=2C(N(N=C(C2O)C)C)=O)C1 4-[5-fluoro-3-(5-hydroxy-2,6-dimethyl-3-oxo-pyridazin-4-yl)benzothiophen-2-yl]benzonitrile